O1C2=C(NCC1)C(=CC=C2)C=O 3,4-dihydro-2H-benzo[b][1,4]Oxazine-5-carbaldehyde